4-[[5-(5-chloro-3-fluoro-2-pyridinyl)-4-methyl-3-pyridinyl]methyl]-3-fluoro-pyridin-2-amine ClC=1C=C(C(=NC1)C=1C(=C(C=NC1)CC1=C(C(=NC=C1)N)F)C)F